ethyl 6-((3-(benzyloxy)-1H-pyrazol-1-yl)methyl)-5-bromo-2-(3,4-dichlorophenyl)-1-ethyl-4-oxo-1,4-dihydropyridine-3-carboxylate C(C1=CC=CC=C1)OC1=NN(C=C1)CC1=C(C(C(=C(N1CC)C1=CC(=C(C=C1)Cl)Cl)C(=O)OCC)=O)Br